B(=O)O boranic acid